1-pentanol N,N-dipropylaminoacetate C(CC)N(CCC)CC(=O)OCCCCC